(6-Fluorochroman-3-yl)(1-(2-hydroxyethyl)-6-(1H-pyrazol-4-yl)-1H-indazol-3-yl)methanone FC=1C=C2CC(COC2=CC1)C(=O)C1=NN(C2=CC(=CC=C12)C=1C=NNC1)CCO